O1CCC(=CC1)C1=CC2=C(N=CN=C2N[C@H](C)C2=CC(=CC=C2)C(F)(F)F)N(C1=O)C (R)-6-(3,6-dihydro-2H-pyran-4-yl)-8-methyl-4-((1-(3-(trifluoromethyl)phenyl)ethyl)amino)pyrido[2,3-d]pyrimidin-7(8H)-one